C(C)C=1NC(=CN1)CN1CC2(C1)CN(C2)S(=O)(=O)C=2C(=NC(=CC2)C(F)(F)F)C 2-((2-ethyl-1H-imidazol-5-yl)methyl)-6-((2-methyl-6-(trifluoromethyl)pyridin-3-yl)sulfonyl)-2,6-diazaspiro[3.3]heptane